(4-trimethylsilyl-4'-fluoro-[1,1'-biphenyl]-2,2'-diyl)bis(phenylselenium) C[Si](C1=CC(=C(C=C1)C1=C(C=C(C=C1)F)[Se]C1=CC=CC=C1)[Se]C1=CC=CC=C1)(C)C